N-trimethoxysilylpropyl-N,N,N-tributylammonium chloride [Cl-].CO[Si](OC)(OC)CCC[N+](CCCC)(CCCC)CCCC